(S)-5-(3-((cyclopropylamino)methyl)pyrrolidin-1-yl)-N-(6-methoxy-2-methyl-2H-indazol-5-yl)pyrazine-2-carboxamide C1(CC1)NC[C@H]1CN(CC1)C=1N=CC(=NC1)C(=O)NC1=CC2=CN(N=C2C=C1OC)C